3-benzoyl-1-(3,3-difluoropropyl)pyrimidine-2,4(1H,3H)-dione C(C1=CC=CC=C1)(=O)N1C(N(C=CC1=O)CCC(F)F)=O